((S)-1-(3-((3-(difluoromethyl)-1-((1R,4S)-4-formylcyclohexyl)-1H-pyrazol-4-yl)carbamoyl)pyrazolo[1,5-a]pyrimidin-5-yl)piperidin-3-yl)tert-butyl carbamate C(N)(OC(C[C@H]1CN(CCC1)C1=NC=2N(C=C1)N=CC2C(NC=2C(=NN(C2)C2CCC(CC2)C=O)C(F)F)=O)(C)C)=O